2-(4-bromophenyl)-6,7-dihydrooxazolo[5,4-d]pyrrolo[1,2-a]pyrimidin-9(5H)-one BrC1=CC=C(C=C1)C=1OC=2N=C3N(C(C2N1)=O)CCC3